BrC=1SC(=CC1C#C)Br 2,5-dibromo-3-ethynyl-thiophene